4-[(2,4-Dimethylphenyl)azo]-2,4-dihydro-5-methyl-2-phenyl-3H-pyrazol-3-on CC1=C(C=CC(=C1)C)N=NC1C(N(N=C1C)C1=CC=CC=C1)=O